ClC1=C(C=CC=2NC(=NC21)C=2C1=C(SC2C(=O)OCC)C=CC=C1Cl)C(=O)O 4-chloro-2-(4-chloro-2-(ethoxycarbonyl)benzo[b]thiophen-3-yl)-1H-benzo[d]imidazole-5-carboxylic acid